BrC1=C(OC(C(=O)OCCOC2=C(C=C(C=C2)/C=C/C(=O)O)OC)(C)C)C=CC=C1 (E)-3-(4-(2-((2-(2-bromophenoxy)-2-methylpropanoyl)oxy)ethoxy)-3-methoxyphenyl)acrylic acid